5-chloro-N-[(3-nitropyridine-2-oxy)phenylthiocarbamoyl]thiophene-2-carboxamide ClC1=CC=C(S1)C(=O)NC(N(C1=CC=CC=C1)OC1=NC=CC=C1[N+](=O)[O-])=S